FC1=CC2=C(NC(=N2)S(=O)(=O)CC2=NC=CC(=C2C)OC2=CC=CC=C2)C=C1 5-fluoro-2-(((3-methyl-4-phenoxypyridin-2-yl)methyl)sulfonyl)-1H-benzo[d]-imidazole